OC[C@@H](CN1CCC(CC1)NC1=C2C=C(N(C2=CC=C1)CC(F)(F)F)C#CCNC1=C(C=C(C(=O)NC)C=C1)OC)OC 4-({3-[4-({1-[(2R)-3-hydroxy-2-methoxypropyl]piperidin-4-yl}amino)-1-(2,2,2-trifluoroethyl)-1H-indol-2-yl]prop-2-yn-1-yl}amino)-3-methoxy-N-methylbenzamide